[Y].[Ag].[Mg] magnesium-silver-yttrium